(S)-N-((S)-(5-bromo-6-fluoropyridin-2-yl)(phenyl)methyl)-2-methylpropan-2-sulfinamide BrC=1C=CC(=NC1F)[C@@H](N[S@@](=O)C(C)(C)C)C1=CC=CC=C1